{5-[5-({1-[(2E)-2-(aminomethyl)-3-fluoroprop-2-en-1-yl]-5-oxo-1,5-dihydro-4H-1,2,4-triazol-4-yl}methyl)thiophen-2-yl]-1,3-benzothiazol-2-yl}acetamide NC/C(/CN1N=CN(C1=O)CC1=CC=C(S1)C=1C=CC2=C(N=C(S2)CC(=O)N)C1)=C\F